tert-butyl (2S,3S)-2-((2,3'-difluorobiphenyl-3-yl)methyl)-3-((ethylsulfonyl)amino)pyrrolidine-1-carboxylate FC1=C(C=CC=C1C[C@@H]1N(CC[C@@H]1NS(=O)(=O)CC)C(=O)OC(C)(C)C)C1=CC(=CC=C1)F